C1(=CC=CC=C1)C1=NC(=NC(=N1)C1=CC=CC=C1)C1=C(C=C(C=C1)OCCCCCC)O 2-(4,6-diphenyl-1,3,5-triazine-2-yl)-5-[(n-hexyl)oxy]-phenol